6-(3-bromophenyl)-2,8-diphenylimidazo[1,2-a]pyridine BrC=1C=C(C=CC1)C=1C=C(C=2N(C1)C=C(N2)C2=CC=CC=C2)C2=CC=CC=C2